N-3-(Trimethoxysilyl)propylethylenediamine CO[Si](CCCNCCN)(OC)OC